2-[{2,4,8,10-tetra-t-butyl-dibenzo[d,f][1,3,2]-dioxaphosphepin-6-yl}oxy]-N,N-bis[2-[{2,4,8,10-tetra-t-butyl-dibenzo[d,f][1,3,2]dioxaphosphepin-6-yl}oxy]ethyl]ethanamine C(C)(C)(C)C1=CC2=C(OP(OC3=C2C=C(C=C3C(C)(C)C)C(C)(C)C)OCCN(CCOP3OC2=C(C4=C(O3)C(=CC(=C4)C(C)(C)C)C(C)(C)C)C=C(C=C2C(C)(C)C)C(C)(C)C)CCOP2OC4=C(C3=C(O2)C(=CC(=C3)C(C)(C)C)C(C)(C)C)C=C(C=C4C(C)(C)C)C(C)(C)C)C(=C1)C(C)(C)C